FC(C=1C2=CN(N=C2C(=C(C1)C1=CC=C(C=C1)N1CCOCC1)C)C(C(=O)OCC)C1=C2N(C=N1)C1(CC1)CC2)F Ethyl 2-[4-(difluoromethyl)-7-methyl-6-(4-morpholinophenyl) indazol-2-yl]-2-spiro[6,7-dihydropyrrolo[1,2-c]imidazol-5,1'-cyclopropan]-1-yl-acetate